C(CCCCCCCCCCCCCCCCCCCCCCCCCCCC)(=O)O.CCCCCCCCCCCCCCCCCCCCCCCCCCC heptacosane nonacosanoate